C(C)(C)(C)OC(=O)N1CC(C1)N1CCC(CC1)N1CCC(CC1)N1N=C(C=2C1=NC=NC2N)C2=CC=C(C=C2)OC2=C(C=CC=C2)F 3-(4-(4-amino-3-(4-(2-fluorophenoxy)phenyl)-1H-pyrazolo[3,4-d]pyrimidin-1-yl)-[1,4'-bipiperidine]-1'-yl)azetidine-1-carboxylic acid tert-butyl ester